C12(CC3CC(CC(C1)C3)C2)NCCCCCCNC2=C3C(NC(=NC3=CC=C2)C)=O 5-((6-(((3s,5s,7s)-adamantan-1-yl)amino)hexyl)amino)-2-methyl-4-oxoquinazoline